(R)-5-Cyanopyridin-3-yl 2-methyl-4-(2-methyl-3-(trifluoromethyl)benzyl)piperazine-1-carboxylate C[C@H]1N(CCN(C1)CC1=C(C(=CC=C1)C(F)(F)F)C)C(=O)OC=1C=NC=C(C1)C#N